N-(2-fluoro-ethyl)arachidonoyl-amine FCCNC(CCC\C=C/C\C=C/C\C=C/C\C=C/CCCCC)=O